2-oxo-1-(thiophen-2-ylmethyl)-2,3-dihydro-1H-thieno[2,3-b][1,4]thiazine-6-carboxylic acid O=C1N(C2=C(SC1)SC(=C2)C(=O)O)CC=2SC=CC2